CC1(CN(CCN1)C=1N=NC(=CN1)C1=C(C=C(C=C1)C=1C=NNC1)O)C 2-[3-(3,3-dimethylpiperazin-1-yl)-1,2,4-triazin-6-yl]-5-(1H-pyrazol-4-yl)phenol